2-[1-(2-Difluoromethyl-pyridin-4-yl)-azetidin-3-yl]-1-(9-methyl-1,3,5,6,7,8-hexahydro-pyrrolo[3,4-b]quinolin-2-yl)-ethanone FC(C1=NC=CC(=C1)N1CC(C1)CC(=O)N1CC2=NC=3CCCCC3C(=C2C1)C)F